(4aR,6R,7R,8R,8aR)-8-(4-(4-chlorothiazol-2-yl)-1H-1,2,3-triazol-1-yl)-7-hydroxy-2,2-dimethylhexahydropyrano[3,2-d][1,3]dioxine-6-carboxylic acid ClC=1N=C(SC1)C=1N=NN(C1)[C@@H]1[C@H]([C@@H](O[C@H]2[C@@H]1OC(OC2)(C)C)C(=O)O)O